C(C1=CC=CC=C1)OC([C@H](CC=O)NC(=O)OCC1=CC=CC=C1)=O.ClCC(=O)NC1=NN(C2=NC=C(C=C21)C2=CC=C(C=C2)S(=O)(=O)C(C)C)C 2-chloro-N-(5-(4-(isopropylsulfonyl)phenyl)-1-methyl-1H-pyrazolo[3,4-b]pyridin-3-yl)acetamide (S)-benzyl-2-(((benzyloxy)carbonyl)amino)-4-oxobutanoate